2-(4-hydroxypiperidin-1-yl)acetaldehyde OC1CCN(CC1)CC=O